1-[3-[[5-Cyclopropyl-2-[(6-methoxy-1,2,3,4-tetrahydroisoquinolin-7-yl)amino]pyrimidin-4-yl]amino]propyl]piperidin-2-one C1(CC1)C=1C(=NC(=NC1)NC1=C(C=C2CCNCC2=C1)OC)NCCCN1C(CCCC1)=O